OC(C)C=1C=C(C(=CC1)O)O 4-(1-hydroxyethyl)benzene-1,2-diol